4-([1,1'-biphenyl]-3-yl)-3-(((tert-butoxycarbonyl)amino)methyl)butanoic acid C1(=CC(=CC=C1)CC(CC(=O)O)CNC(=O)OC(C)(C)C)C1=CC=CC=C1